NC=1C=C(C=CC1Br)C(F)(F)F 3-amino-4-bromobenzotrifluoride